NC=1SC(=C(N1)C=1C=C(C#N)C=CC1)C1=CC(=NC(=C1)N1CCOCC1)C 3-[2-amino-5-(2-methyl-6-morpholino-4-pyridinyl)thiazol-4-yl]Benzonitrile